NC1=C(C=C(C=N1)NC(C(=O)N1[C@H](CC[C@@H](C1)C)C1=CC=C(S1)C(=O)NC)=O)C 5-[(2R,5S)-1-[2-[(6-amino-5-methyl-3-pyridyl)amino]-2-oxo-acetyl]-5-methyl-2-piperidyl]-N-methyl-thiophene-2-carboxamide